N,N-dimethyl-methylformamide CN(C(=O)C)C